C(C)(C)(C)[Si](C1=CC=CC=C1)(C1=CC=CC=C1)OCCCC#CC tert-butyl-hex-4-ynoxy-diphenyl-silane